4-(2-Cyanopropan-2-yl)-N-iso-pentyl-2-methoxy-1H-imidazole-1-carboxamide C(#N)C(C)(C)C=1N=C(N(C1)C(=O)NCCC(C)C)OC